3-(8-Aminoimidazo[1,2-a]pyrazin-3-yl)-4-methyl-N-(tetrahydrofuran-3-ylmethyl)benzenesulfonamide NC=1C=2N(C=CN1)C(=CN2)C=2C=C(C=CC2C)S(=O)(=O)NCC2COCC2